4-ethylbenzene-1-thiocarboxamide C(C)C1=CC=C(C=C1)C(N)=S